Nonan-7-yl 4-toluenesulfonate CC1=CC=C(C=C1)S(=O)(=O)OC(CCCCCC)CC